[C@H](C)(CC)NC1=CC(=C(C(=O)O)C(=C1)F)F (S)-4-(sec-butylamino)-2,6-difluorobenzoic acid